N'-(dithiobis(ethane-2,1-diyl))bis(3-(4-((4-cyanobenzyl)oxy)phenyl)-2-(hydroxyimino)propionamide) C(CSSCCC(C(C(=O)N)=NO)C1=CC=C(C=C1)OCC1=CC=C(C=C1)C#N)C(C(C(=O)N)=NO)C1=CC=C(C=C1)OCC1=CC=C(C=C1)C#N